1,2-bis(2-aminophenoxy)-ethane NC1=C(OCCOC2=C(C=CC=C2)N)C=CC=C1